C1=CC=CC=2C3=CC=CC=C3C(C12)COC(=O)NC(C(=O)O)C(CC(=O)OC(C)(C)C)(C)C 2-((((9H-fluoren-9-yl)methoxy)carbonyl)amino)-5-(tert-butoxy)-3,3-dimethyl-5-oxopentanoic acid